C(CCCCCCCCCCC)OS(=O)(=O)C1=CC=CC=C1.C(C)(C)N ISOPROPYLAMINE DODECYLBENZENESULFONATE